7-iodo-1H-pyrazolo[4,3-b]pyridine-3-diazonium acetate salt C(C)(=O)[O-].IC1=C2C(=NC=C1)C(=NN2)[N+]#N